ClC1=CC(=C(N)C=C1I)C 4-chloro-5-iodo-2-methylaniline